Isopropylidene-bis(2-allylphenol) C(C)(C)(C=1C(=C(C=CC1)O)CC=C)C=1C(=C(C=CC1)O)CC=C